2-bromo-N-methacryloyl-N,4-dimethylbenzamide BrC1=C(C(=O)N(C)C(C(=C)C)=O)C=CC(=C1)C